1-(1-(tert-butoxycarbonyl)-3-methylazetidin-3-yl)-4-hydroxy-6-oxo-1,6-dihydropyridine-3-carboxylic acid methyl ester COC(=O)C1=CN(C(C=C1O)=O)C1(CN(C1)C(=O)OC(C)(C)C)C